CC(CC(C)C)NCCC[Si](OCC)(OCC)OCC N-(1,3-dimethylbutyl)-3-(triethoxysilyl)-1-propylamine